ClC=1C(=CC(=C(C(=O)NC2=CC(NC=C2)=O)C1)CC1=C(C=C(C=C1)F)OC)C(F)(F)F 5-chloro-2-(4-fluoro-2-methoxybenzyl)-N-(2-oxo-1,2-dihydropyridin-4-yl)-4-(trifluoromethyl)benzamide